5-(benzyloxy)-1-methyl-1,3-dihydro-2H-benzo[d]imidazol-2-one C(C1=CC=CC=C1)OC1=CC2=C(N(C(N2)=O)C)C=C1